Phenyl ((S)-5-acetamido-1-((2S,4R)-2-(((S)-1-(4-ethynylphenyl)ethyl)carbamoyl)-4-hydroxypyrrolidin-1-yl)-3,3-dimethyl-1-oxopentan-2-yl)carbamate C(C)(=O)NCCC([C@@H](C(=O)N1[C@@H](C[C@H](C1)O)C(N[C@@H](C)C1=CC=C(C=C1)C#C)=O)NC(OC1=CC=CC=C1)=O)(C)C